(2S,3S)-3-methylhexan-5-en-2-ol C[C@H]([C@H](C)O)CC=C